ClC1=C(C(C2=C(NC(=N2)C2=CC(=CC=C2)C(F)(F)F)C1=O)=O)N[C@@H]1C(NCCC1)=O (S)-6-chloro-5-((2-oxopiperidin-3-yl)amino)-2-(3-(trifluoromethyl)phenyl)-1H-benzo[d]imidazole-4,7-dione